FC1(CC(C1)C(=O)N[C@H](C(=O)N1[C@@H]([C@H]2C([C@H]2C1)(C)C)C(=O)OC)C(C)(C)O)F methyl (1R,2S,5S)-3-((S)-2-(3,3-difluorocyclobutane-1-carboxamido)-3-hydroxy-3-methylbutanoyl)-6,6-dimethyl-3-azabicyclo[3.1.0]hexane-2-carboxylate